OC=1C=NN(C1)C1C(N(C(CC1)=O)C(=O)OC(C)(C)C)=O tert-Butyl 3-(4-hydroxy-1H-pyrazol-1-yl)-2,6-dioxopiperidine-1-carboxylate